N-{4-[(3-amino-5-methylpyridin-2-yl)oxy]phenyl}but-2-ynamide NC=1C(=NC=C(C1)C)OC1=CC=C(C=C1)NC(C#CC)=O